[Na+].C(C)C1=CC(=NC=2N1N=CC2C(=O)[O-])C2=NC=CC=C2 7-ethyl-5-(pyridin-2-yl)pyrazolo[1,5-a]Pyrimidine-3-carboxylic acid sodium salt